ClC1=C(C(=O)NC=2OC(=NN2)C)C=CC(=C1[S@](=O)C)C(F)F |r| 2-chloro-N-(5-methyl-1,3,4-oxadiazol-2-yl)-3-[(rac)-methylsulphinyl]-4-(difluoromethyl)benzamide